(3S)-3-(trifluoromethyl)morpholine hydrochloride Cl.FC([C@H]1NCCOC1)(F)F